C(CCCCCCCCCCC)OC1=C(C=C(C=C1F)S(=O)(=O)C=1C=NC2=CC=C(C=C2C1N1CCC(CC1)N1CCC(CC1)N1CCN(CC1)CC)S(=O)C)F 3-((4-(dodecyloxy)-3,5-difluorophenyl)sulfonyl)-4-(4-(4-ethylpiperazin-1-yl)-[1,4'-bipiperidin]-1'-yl)-6-(methylsulfinyl)quinoline